ClCC=1C=NC=2CCCCC2C1 3-(chloromethyl)-5,6,7,8-tetrahydroquinoline